2-(1-Pyridin-3-yl-azetidin-3-yl)-1-(5,7,7-trimethyl-1,3,6,7,8,9-hexahydro-pyrrolo[3,4-c]isoquinolin-2-yl)-ethanone N1=CC(=CC=C1)N1CC(C1)CC(=O)N1CC=2N=C(C=3CC(CCC3C2C1)(C)C)C